L-3,4-dihydroxybenzoic acid OC=1C=C(C(=O)O)C=CC1O